4-(N-methyl-N-(3-(N-benzoyl-L-leucinylamino)-4-methoxyphenyl)-amino)coumarin CN(C1=CC(=C(C=C1)OC)NC([C@@H](NC(C1=CC=CC=C1)=O)CC(C)C)=O)C1=CC(OC2=CC=CC=C12)=O